2-methyl-2,4-dihydro-chromeno[4,3-c]pyrazole CN1N=C2C(=C1)COC=1C=CC=CC12